C(C)OC(=O)C=1C=C2C=3C(N(C2=CC1)CC1=CC=CC=C1)=NN(C3)C.FC3(CN(CCC3)C3=C(C=CC(=C3)[N+](=O)[O-])C(=O)N3CCS(CC3)(=O)=O)F [2-(3,3-difluoropiperidin-1-yl)-4-nitrophenyl]-(1,1-dioxo-1,4-thiazinan-4-yl)methanone ethyl-8-(benzyl)-2-methyl-2H,8H-pyrazolo[3,4-b]indole-5-carboxylate